S(=O)(=O)(O)C1=CC=C(C)C=C1.C(C)N(C(CCO)=O)CCN1CCC(CC1)C1=NOC2=C1C=CC(=C2)F N-ethyl-N-{2-[4-(6-fluoro-1,2-benzisoxazol-3-yl)piperidin-1-yl]ethyl}-3-hydroxypropionamide tosylate